C(#N)C=1C=CC(=NC1)N(CCNC(OC(C)(C)C)=O)CC tert-butyl (2-((5-cyanopyridin-2-yl)(ethyl)amino)ethyl)carbamate